BrC=1C=C(C=CC1)C=1CCN(CC1)C(=O)OC(C)(C)C tert-butyl 4-(3-bromo-phenyl)-3,6-dihydro-2H-pyridine-1-carboxylate